COC(C)C=1C(=CN=C2C=CC(=NC12)C)[N+](=O)[O-] 8-(1-methoxyethyl)-2-methyl-7-nitro-1,5-naphthyridine